2-[3-cyclopropyl-5-(trifluoromethyl)pyrazol-1-yl]-1-[(2R,3R)-2-(2-chloro-3-methyl-phenyl)-3-(3-oxa-8-azabicyclo[3.2.1]octan-8-yl)pyrrolidin-1-yl]ethanone C1(CC1)C1=NN(C(=C1)C(F)(F)F)CC(=O)N1[C@@H]([C@@H](CC1)N1C2COCC1CC2)C2=C(C(=CC=C2)C)Cl